4-hydroxy-4-(2-methoxy-2-oxoethyl)piperidine-1-carboxylic acid tert-butyl ester C(C)(C)(C)OC(=O)N1CCC(CC1)(CC(=O)OC)O